2-[3-[6-[3-[3-(methoxymethyl)phenyl]-1H-pyrazol-4-yl]-1,5-naphthyridin-3-yl]pyrazol-1-yl]-N-methyl-ethanamine COCC=1C=C(C=CC1)C1=NNC=C1C=1N=C2C=C(C=NC2=CC1)C1=NN(C=C1)CCNC